Tert-butyl [(3R,6S)-6-(2-hydroxyethyl)tetrahydro-2H-pyran-3-yl]carbamate OCC[C@@H]1CC[C@H](CO1)NC(OC(C)(C)C)=O